FC1=C(C(=CC(=C1)OC1CN(C1)CCCF)F)[C@H]1N([C@@H](CC2=C1NC1=CC=CC=C21)C)C[C@@H](CO)C(F)(F)F (S)-2-(((1R,3R)-1-(2,6-difluoro-4-((1-(3-fluoropropyl)azetidin-3-yl)oxy)phenyl)-3-methyl-1,3,4,9-tetrahydro-2H-pyrido[3,4-b]indol-2-yl)methyl)-3,3,3-trifluoropropan-1-ol